methylene-bis-(6-alpha-methyl-benzyl-p-cresol) C(C1=CC(=CC(=C1O)C(C1=CC=CC=C1)C)C)C1=CC(=CC(=C1O)C(C1=CC=CC=C1)C)C